2-bromo-1-[1-(phenylsulfonyl)indol-6-yl]ethanone BrCC(=O)C1=CC=C2C=CN(C2=C1)S(=O)(=O)C1=CC=CC=C1